FC(C(=O)[O-])(F)F.CC1=NOC(=C1C)N(C1C[NH+](CCC1)C)S(N)(=O)=O 3-[(3,4-dimethyl-1,2-oxazol-5-yl)(sulfamoyl)amino]1-methylpiperidin-1-ium trifluoroacetate